ethyl 2-(piperidin-4-yl)imidazo[2,1-b][1,3,4]thiadiazole-6-carboxylate N1CCC(CC1)C1=NN2C(S1)=NC(=C2)C(=O)OCC